(R)-4-benzyl-3-pentanoyl-oxazolidin-2-one C(C1=CC=CC=C1)[C@H]1N(C(OC1)=O)C(CCCC)=O